2-chloro-1-(2,4-dichlorophenyl)ethane methyl-(R)-4-(4-((5-fluoro-4-(7-(3-methoxy-2-(4-methylpiperazin-1-yl)propanamido)-1H-indol-3-yl)pyrimidin-2-yl)amino)-1H-pyrazol-1-yl)nicotinate COC(C1=CN=CC=C1N1N=CC(=C1)NC1=NC=C(C(=N1)C1=CNC2=C(C=CC=C12)NC([C@@H](COC)N1CCN(CC1)C)=O)F)=O.ClCCC1=C(C=C(C=C1)Cl)Cl